4-(2-fluoro-6-methoxyphenyl)-N-(5-((4-hydroxybicyclo(2.2.1)heptan-1-yl)methoxy)-1,3,4-thiadiazol-2-yl)-6-methylpyridine-3-carboxamide FC1=C(C(=CC=C1)OC)C1=C(C=NC(=C1)C)C(=O)NC=1SC(=NN1)OCC12CCC(CC1)(C2)O